C(C)(C)C1=C(C=CC=C1)C=1N(C(=C2CCC3=C(C12)C=CC=C3)C)C3=C(N)C=CC=C3 2-(1-(2-isopropylphenyl)-3-methyl-4,5-dihydro-2H-benzo[e]isoindol-2-yl)aniline